ethyl 2-methyl-4,5-diphenyl-1H-pyrrole-3-carboxylate CC=1NC(=C(C1C(=O)OCC)C1=CC=CC=C1)C1=CC=CC=C1